C(N)(=O)C=1N=C(SC1C1=CC(=CN1)C(=O)[O-])N(C=1C=NN(C1)C1=C(C=C(C=C1)F)OC)C1CC1 5-(4-carbamoyl-2-{cyclopropyl[1-(4-fluoro-2-methoxyphenyl)-1H-pyrazol-4-yl]amino}thiazol-5-yl)-1H-pyrrole-3-carboxylate